OC1=CC=CC(=N1)C1=CCC(CC1)CC1=NC2=C(N1C[C@H]1OCC1)C=C(C=C2)C(=O)OC methyl 2-((4-(6-hydroxypyridin-2-yl) cyclohex-3-enyl) methyl)-1-(((S)-oxetan-2-yl) methyl)-1H-benzo[d]imidazole-6-carboxylate